tert-butyl(2,3-dichloropropoxy)di-methylsilane C(C)(C)(C)[Si](C)(C)OCC(CCl)Cl